5-fluoro-6-chloro-7-nitro-8-Methoxyquinoline FC1=C2C=CC=NC2=C(C(=C1Cl)[N+](=O)[O-])OC